icosyl-benzene C(CCCCCCCCCCCCCCCCCCC)C1=CC=CC=C1